4,7,10-tris(2-(tert-butoxy)-2-oxoethyl)-1,4,7,10-tetraazacyclododecane-1-pentanedioate C(C)(C)(C)OC(CN1CCN(CCN(CCN(CC1)CC(OC(C)(C)C)=O)CC(OC(C)(C)C)=O)C(CCC(=O)[O-])C(=O)[O-])=O